N-(3-(2-(2H-1,2,3-Triazol-2-yl)propan-2-yl)-1-(methyl-d3)-1H-pyrazol-5-yl)-6-chloro-7-fluoroquinazolin-2-amine N=1N(N=CC1)C(C)(C)C1=NN(C(=C1)NC1=NC2=CC(=C(C=C2C=N1)Cl)F)C([2H])([2H])[2H]